1-(3,4-dihydroxyphenyl)-7-(4-hydroxyphenyl)-1,6-heptadien-3,5-dione OC=1C=C(C=CC1O)C=CC(CC(C=CC1=CC=C(C=C1)O)=O)=O